CN(C(OC(C)(C)C)=O)CC1OCCC2=C(C=CC=C12)C1=CC=NC=C1 tert-Butyl methyl((5-(pyridin-4-yl)isochroman-1-yl)methyl)carbamate